3,7-dimethyl-6-octen-1-yl (3,7-dimethyl-6-octen-1-yl) succinate C(CCC(=O)OCCC(CCC=C(C)C)C)(=O)OCCC(CCC=C(C)C)C